COC1=NC=C(C=C1C(=O)N)NC(C(N1[C@H](CC[C@@H](C1)C)C=1C=CC2=C(N=C(S2)C=2CCN(CC2)C)C1)=O)=O methoxy-5-[[2-oxo-2-[(2R,5S)-5-methyl-2-[2-(1-methyl-3,6-dihydro-2H-pyridin-4-yl)-1,3-benzothiazol-5-yl]-1-piperidyl]acetyl]amino]pyridine-3-carboxamide